N-{2-[4-amino-7-(1H-pyrazol-5-yl)-1H-pyrrolo[3,2-c]quinolin-2-yl]ethyl}propionamide NC1=NC=2C=C(C=CC2C2=C1C=C(N2)CCNC(CC)=O)C2=CC=NN2